C(C)OC(=O)C1=NNC(=C1)N 5-amino-1H-pyrazole-3-carboxylic acid ethyl ester